C(#N)C1=C(C=C(C=C1)NC(=O)N1[C@H]2CC[C@@H]1CC=1C(=NC=CC12)F)C(F)(F)F (5S,8R)-N-(4-cyano-3-(trifluoromethyl)phenyl)-1-fluoro-6,7,8,9-tetrahydro-5H-5,8-epiminocyclohepta[c]pyridine-10-carboxamide